6-chloro-4-[8-[2-(3-morpholinoprop-1-ynyl)-4-pyridyl]-3,8-diazabicyclo[3.2.1]octan-3-yl]pyridazin-3-amine ClC1=CC(=C(N=N1)N)N1CC2CCC(C1)N2C2=CC(=NC=C2)C#CCN2CCOCC2